(E)-2-(4-(2-(4-cyclopropyl-1-(2,6-dichlorophenyl)-1H-pyrazol-5-yl)vinyl)piperidin-1-yl)-4-fluorobenzo[d]thiazole-6-carboxylic acid C1(CC1)C=1C=NN(C1/C=C/C1CCN(CC1)C=1SC2=C(N1)C(=CC(=C2)C(=O)O)F)C2=C(C=CC=C2Cl)Cl